C(#N)C1=CC=C2C(=CNC2=C1)S(=O)(=O)NC=1C(=NC(=C(C1)F)OC(F)F)OC 6-Cyano-N-[6-(difluoromethoxy)-5-fluoro-2-methoxypyridin-3-yl]-1H-indole-3-sulfonamide